COC1=NC=CC=C1CN (2-methoxypyridin-3-yl)methanamine